CC(C(=O)NC1=C(C(=O)O)C=CC=C1)=CC1=CC2=CC=CC=C2C=C1 2-(2-methyl-3-(naphthalen-2-yl)acrylamido)benzoic acid